C(C)(=O)NC(CC1=CC(=C(C(=O)O)C=C1)C=O)C(NC1C(N(CCCC1)CC1=CC=C(C=C1)C1=CC=CC=C1)=O)=O 4-[2-Acetylamino-2-(1-biphenyl-4-ylmethyl-2-oxo-azepan-3-ylcarbamoyl)-ethyl]-2-formyl-benzoic acid